C(=C)C=1C=C(CC#N)C=CC1 m-vinylbenzylcyanide